O1CCC(CC1)NC(CCCCCC(=O)OCCC(CCCCC)CCCCC)CCCCCC(=O)OCCC(CCCCC)CCCCC bis(3-pentyloctyl) 7-((tetrahydro-2H-pyran-4-yl)amino)tridecanedioate